ClC=1C=C(C=CC1)C1C(C(C1)=O)CO 3-(3-chlorophenyl)-2-(hydroxymethyl)cyclobutanone